C(C)(C)(C)OC(=O)NC=1C=C(C(=NC1C(=O)OC)O[C@H](CCCCC[C@@](C(=O)O)(C(F)(F)F)O)C)C(F)(F)F (2R,8S)-8-((5-((tert-butoxycarbonyl)amino)-6-(methoxycarbonyl)-3-(trifluoromethyl)pyridin-2-yl)oxy)-2-hydroxy-2-(trifluoromethyl)nonanoic acid